2,2-bis-(4-hydroxyphenyl)propane Tert-butyl-(1,1,1-trifluoro-3-((2-isopropyl-2,3-dihydro-1H-inden-2-yl)amino)propan-2-yl)carbamate C(C)(C)(C)N(C(O)=O)C(C(F)(F)F)CNC1(CC2=CC=CC=C2C1)C(C)C.OC1=CC=C(C=C1)C(C)(C)C1=CC=C(C=C1)O